OC(CN1CCC(CC1)N1C(C2=CC=CC=C2C1=O)=O)COC 2-[1-(2-hydroxy-3-methoxypropyl)piperidin-4-yl]isoindole-1,3-dione